N-(5,6-dichloro-1H-1,3-benzoimidazol-2-yl)-3,5-dimethyladamantane-1-carboxamide ClC1=CC2=C(NC(=N2)NC(=O)C23CC4(CC(CC(C2)C4)(C3)C)C)C=C1Cl